C1(CC1)C=1C(=CC(=C(C(=O)NS(=O)(=O)C)C1)F)COCC1(CCN(CC1)CC1=CC(=CC(=C1)F)F)F 5-cyclopropyl-4-(((1-(3,5-difluorobenzyl)-4-fluoropiperidin-4-yl)methoxy)methyl)-2-fluoro-N-(methylsulfonyl)benzamide